4-[5-[(1S)-2-amino-1-hydroxyethyl]pyridin-2-yl]-3-[2-methyl-6-[(1S,4S)-2-oxa-5-azabicyclo[2.2.1]heptan-5-yl]pyridin-4-yl]oxybenzonitrile NC[C@@H](O)C=1C=CC(=NC1)C1=C(C=C(C#N)C=C1)OC1=CC(=NC(=C1)N1[C@@H]2CO[C@H](C1)C2)C